(R)-tert-butyl 9-(2,5-dichloropyrimidin-4-yl)-7-fluoro-1,2,4a,5-tetrahydrobenzo[b]pyrazino[1,2-d][1,4]oxazine-3(4H)-carboxylate ClC1=NC=C(C(=N1)C1=CC2=C(OC[C@@H]3N2CCN(C3)C(=O)OC(C)(C)C)C(=C1)F)Cl